N(1)-methyl-pseudouridine CN1C=C([C@H]2[C@H](O)[C@H](O)[C@@H](CO)O2)C(NC1=O)=O